NC1=C(C=C(C(=C1)Cl)NCC(CO)O)[N+](=O)[O-] 1-Amino-5-chloro-4-[(2,3-dihydroxypropyl)amino]-2-nitrobenzene